2-Amino-7-fluoro-4-(5-fluoro-3-((2S,3S)-3-(((S)-2-hydroxypropyl)(methyl)amino)-2-methylpyrrolidin-1-yl)-7,9-dihydrofuro[3,4-f]quinazolin-6-yl)thieno[3,2-c]pyridine-3-carbonitrile NC1=C(C=2C(=NC=C(C2S1)F)C=1C2=C(C=3C=NC(=NC3C1F)N1[C@H]([C@H](CC1)N(C)C[C@H](C)O)C)COC2)C#N